The molecule is a gamma-lactone resulting from the formal intramolecular condensation of the alcoholic hydroxy group of 2-hydroxyglutaric acid with the carboxy group at position 5. It is a gamma-lactone and a monocarboxylic acid. C1CC(=O)OC1C(=O)O